N-hydroxy-3-(4-thiazol-2-ylanilino)pyrazine-2-carboxamidine ONC(=N)C1=NC=CN=C1NC1=CC=C(C=C1)C=1SC=CN1